2-[[1-(2-cyclopropyl-6-methylpyrimidin-4-yl)piperidin-4-yl]methyl]-6-(1,2,4-triazol-1-yl)pyridazin-3-one C1(CC1)C1=NC(=CC(=N1)N1CCC(CC1)CN1N=C(C=CC1=O)N1N=CN=C1)C